C1(=CC=CC=C1)N(C1=CC=C(C=C1)C1=CC=C(N(C=2C=C(C=CC2)C)C2=CC=CC=C2)C=C1)C=1C=C(C=CC1)C N,N'-diphenyl-N,N'-bis(m-tolyl)benzidine